[Br-].CC1=NC=CC(=C1)[C@H]1OCC[C@@H](C1)[Zn+] ((2S,4S)-2-(2-methylpyridin-4-yl)tetrahydro-2H-pyran-4-yl)zinc (II) bromide